α-cyano-β-methyl-4-methoxycinnamic acid methyl ester COC(C(=C(C1=CC=C(C=C1)OC)C)C#N)=O